2,5-dimethoxytrifluoromethyl-amphetamine COC1=C(CC(NC(F)(F)F)C)C=C(C=C1)OC